C(C)OC(=O)C=1OC(CC1)C(F)(F)F 5-(trifluoromethyl)-4,5-dihydrofuran-2-carboxylic acid ethyl ester